[N+](=[N-])=C1C(C2=CC=C(C=C2C12C1=CC=C(C=C1OC=1C=C(C=CC21)N2CC(C2)C(N(C)C)=O)N2CC(C2)C(N(C)C)=O)C(=O)OC)=O methyl 2-diazo-3',6'-bis(3-(dimethylcarbamoyl)azetidin-1-yl)-3-oxo-2,3-dihydrospiro[indene-1,9'-xanthene]-6-carboxylate